(2S)-3-methyl-2-(methylamino)butanoic acid CC([C@@H](C(=O)O)NC)C